C(C)(C)(C)OC(=O)N1CC(CC1)N1C(N(C=2C(C1)=CN(N2)C)CC2=C(C=CC=C2)C(F)(F)F)=O 3-[2-Methyl-6-oxo-7-(2-trifluoromethylbenzyl)-2,4,6,7-tetrahydro-pyrazolo[3,4-d]pyrimidin-5-yl]-pyrrolidine-1-carboxylic acid tert-butyl ester